BrC1=C(C[C@H](N)C(=O)O)C=CC=C1 o-bromophenylalanine